n-(3-aminopyridin-2-yl)-N-methylmethanesulfonamide CN(C1=C(C=CC=N1)N)S(=O)(=O)C